(5-ethoxy-6-((6-methylpyridin-3-yl)methoxy)pyridin-3-yl)methylamine C(C)OC=1C=C(C=NC1OCC=1C=NC(=CC1)C)CN